3-chloro-2-(2-(5-chloro-1-methyl-1H-imidazol-4-yl)-6-fluorophenyl)imidazo[1,2-a]pyridine-7-carboxylic acid ClC1=C(N=C2N1C=CC(=C2)C(=O)O)C2=C(C=CC=C2F)C=2N=CN(C2Cl)C